tert-Butyl 5,6,7,8-Tetrahydro-[1,2,4]triazolo[1,5-a]pyrazin-2-ylcarbamate N=1C(=NN2C1CNCC2)NC(OC(C)(C)C)=O